O1C=C(C2=C1C=CC=C2)C=2C=C1CC(C(C1=CC2)NC(O[C@@H]2CN1CCC2CC1)=O)(C)C (S)-quinuclidin-3-yl (5-(benzofuran-3-yl)-2,2-dimethyl-2,3-dihydro-1H-inden-1-yl)carbamate